ClC=1C(=NC(=NC1)N[C@@H]1[C@H](CS(CC1)(=O)=O)O)C=1C=C(C2=C(N(C(=N2)C(C)(C)O)C(C)C)C1)F (3R,4S)-4-((5-chloro-4-(4-fluoro-2-(2-hydroxypropan-2-yl)-1-isopropyl-1H-benzo[d]imidazol-6-yl)pyrimidin-2-yl)amino)-3-hydroxytetrahydro-2H-thiopyran 1,1-dioxide